tert-butyl (tert-butoxycarbonyl)(1-((2R,3R,5S)-5-(((tert-butyldimethylsilyl)oxy)-methyl)-3-hydroxy-4-methylenetetrahydrofuran-2-yl)-6-chloro-1H-pyrazolo[3,4-d]pyrimidin-4-yl)carbamate C(C)(C)(C)OC(=O)N(C(OC(C)(C)C)=O)C1=C2C(=NC(=N1)Cl)N(N=C2)[C@@H]2O[C@@H](C([C@H]2O)=C)CO[Si](C)(C)C(C)(C)C